C(CC(O)(C(=O)O)CC(=O)O)(=O)O.CN(CC=CC(=O)N)C 4-(dimethylamino)-2-butenamide citrate salt